ClC=1C=C(C=CC1F)[C@@H]1CN2[C@H](CO1)CN(CC2)C(=O)C2=C(C(=CC=C2)C2=CN=NN2)Cl [(3R,9aS)-3-(3-chloro-4-fluoro-phenyl)-3,4,6,7,9,9a-hexahydro-1H-pyrazino[2,1-c][1,4]oxazin-8-yl]-[2-chloro-3-(1H-triazol-5-yl)phenyl]methanone